C1(=CC=CC2=CC3=CC=CC=C3C=C12)C=O 1-Anthracenecarboxaldehyde